NC1CCN(CC1)C1=C(C(=NC=C1C1=CC(=CC(=C1)C)F)NCCNC(=O)CCOCCC(=O)N[C@H](CN)C(C)C)C1=NC2=C(N1)C=C(C=C2)Cl (2S)-2-(3-{2-[(2-{[4-(4-aminopiperidin-1-yl)-3-(6-chloro-1H-1,3-benzodiazol-2-yl)-5-(3-fluoro-5-methylphenyl)pyridin-2-yl]amino}ethyl)carbamoyl]ethoxy}propanamido)-3-methylbutanamidol